[Si](C)(C)(C(C)(C)C)O[C@H]1C[C@](N(C1)C(=O)OC(C)(C)C)(C(=O)OC)CC(=C)CCl 1-(tert-butyl) 2-methyl (2S,4S)-4-((tert-butyldimethylsilyl)oxy)-2-(2-(chloromethyl)allyl)-pyrrolidine-1,2-dicarboxylate